FC(C1(CC1)C1=NC(=NO1)C(=O)[O-])F.[K+] Potassium 5-(1-(difluoromethyl) cyclopropyl)-1,2,4-oxadiazole-3-carboxylate